N-[5-chloro-6-cyano-1,3-dibromo-4-[1,2,2,3,3,3-hexafluoro-1-(trifluoromethyl)propyl]phenyl]-2-fluorobenzamide ClC=1C(=C(CC(C1C#N)(Br)NC(C1=C(C=CC=C1)F)=O)Br)C(C(C(F)(F)F)(F)F)(C(F)(F)F)F